4-phenoxybenzaldehyde-d8 O(C1=CC=CC=C1)C1(C(C(C(C(=O)[2H])(C=C1[2H])[2H])([2H])[2H])([2H])[2H])[2H]